1-(3-bromo-4-fluoro-2-methoxy-6,7,9,10-tetrahydropyrido[2',3':4,5]pyrrolo[2,3-d]azepin-8(5H)-yl)-2-hydroxyethan-1-one BrC1=C(C2=C(C3=C(CCN(CC3)C(CO)=O)N2)N=C1OC)F